dichlorobutene CCC=C(Cl)Cl